6-[(2S)-2-aminobutyl]-2-chloro-7-methyl-N-[(pyrimidin-4-yl)methyl]thieno[3,2-d]pyrimidin-4-amine N[C@H](CC1=C(C=2N=C(N=C(C2S1)NCC1=NC=NC=C1)Cl)C)CC